butyl-(5S)-5-({2-[4-(butoxycarbonyl)phenyl]ethyl}[2-(2-{[3-chloro-4'-(trifluoromethyl)[biphenyl]-4-yl]methoxy}phenyl)ethyl]amino)-5,6,7,8-tetrahydroquinoline-2-carboxylate C(CCC)OC(=O)C1=NC=2CCC[C@@H](C2C=C1)N(CCC1=C(C=CC=C1)OCC1=C(C=C(C=C1)C1=CC=C(C=C1)C(F)(F)F)Cl)CCC1=CC=C(C=C1)C(=O)OCCCC